6,7-Dihydro-4-hydroxy-3-(2'-hydroxy[1,1'-biphenyl]-4-yl)-6-oxo-thieno[2,3-b]pyridine-5-carbonitrile OC=1C2=C(NC(C1C#N)=O)SC=C2C2=CC=C(C=C2)C2=C(C=CC=C2)O